pentane-1,2-diol dipropionate C(CC)(=O)OCC(CCC)OC(CC)=O